8-(2-((tert-butyldimethylsilyl)oxy)ethyl)-6-fluoroisoquinoline [Si](C)(C)(C(C)(C)C)OCCC=1C=C(C=C2C=CN=CC12)F